FC([C@@H]1C=2C=CC=NC2CCN1)F (5S)-5-(difluoromethyl)-5,6,7,8-tetrahydro-1,6-naphthyridine